N1=NC(=CC2=C1C1=C(CCC2)C=CC=C1)N1N=C(N=C1N)NC1=CC2=C(NC(=N2)CN(C)C)C=C1 1-(6,7-dihydro-5H-benzo[6,7]cyclohepta[1,2-c]pyridazin-3-yl)-N3-(2-(dimethylaminomethyl)-1H-benzo[d]imidazol-5-yl)-1H-1,2,4-triazole-3,5-diamine